C(C1=CC=CC=C1)C=1N=C(N(N1)C1=NC=CC=N1)C(C)NC(C1=CC(=CC(=C1)C(F)(F)F)C(F)(F)F)=O N-[1-(5-benzyl-2-pyrimidin-2-yl-1,2,4-triazol-3-yl)ethyl]-3,5-bis(trifluoromethyl)benzamide